ClC1=C(C=C2C=C(NC2=C1)C=1C=NC(=CC1)C(C1COC1)OC)C=1C=NC=C(C1)OC 6-chloro-2-(6-(methoxy(oxetan-3-yl)methyl)pyridin-3-yl)-5-(5-methoxypyridin-3-yl)-1H-indole